BrC1=CC=CC=2N(C(N(C21)C)=O)C2C(NC(CC2)=O)=O 3-(4-bromo-3-methyl-2-oxo-2,3-dihydro-1H-benzo[d]imidazol-1-yl)-piperidine-2,6-dione